7-chloro-5-fluoro-4-hydroxy-1-(o-tolyl)quinazolin-2(1H)-one ClC1=CC(=C2C(=NC(N(C2=C1)C1=C(C=CC=C1)C)=O)O)F